(1S,2S,3R,5S)-3-((5-chloro-4-(4-fluoro-2-(2-hydroxypropan-2-yl)-7-isopropyl-1H-benzo[d]imidazol-6-yl)pyrimidin-2-yl)amino)-6,8-dioxabicyclo[3.2.1]octan-2-ol ClC=1C(=NC(=NC1)N[C@H]1[C@@H]([C@@H]2CO[C@H](C1)O2)O)C=2C=C(C1=C(NC(=N1)C(C)(C)O)C2C(C)C)F